[N+](=O)([O-])C1=C(C=CC(=C1)B1OC(C(O1)(C)C)(C)C)N1C=CC=C1 1-(2-nitro-4-(4,4,5,5-tetramethyl-1,3,2-dioxaborolan-2-yl)phenyl)-1H-pyrrole